ClC=1C(=CC(=C(C1)C(=O)N1CCOCC1)O)O (5-chloro-2,4-dihydroxyphenyl)(morpholino)methanone